5-(azetidin-3-ylmethyl)-3-(4-(ethoxy)phenyl)-1,2,4-oxadiazole trifluoroacetate salt FC(C(=O)O)(F)F.N1CC(C1)CC1=NC(=NO1)C1=CC=C(C=C1)OCC